6-amino-N-{(1S,2S)-2-[(4-{1-[4-(2,3-dihydroxypropyl)piperazin-1-yl]-2,3-dihydro-1H-inden-5-yl}phenyl)methoxy]cyclopentyl}-6'-fluoro[3,3'-bipyridine]-5-carboxamide NC1=C(C=C(C=N1)C=1C=NC(=CC1)F)C(=O)N[C@@H]1[C@H](CCC1)OCC1=CC=C(C=C1)C=1C=C2CCC(C2=CC1)N1CCN(CC1)CC(CO)O